N-(2-Chlorophenyl)-4-(5,7-dimethyl-1-phenyl-3,4-dihydro-1H-isoquinolin-2-yl)-4-oxobutyric acid amide ClC1=C(C=CC=C1)NC(CCC(=O)N1C(C2=CC(=CC(=C2CC1)C)C)C1=CC=CC=C1)=O